[(4-{2-[(5S,1R)-6-(hydroxymethyl)-3-azabicyclo[3.1.0]hex-3-yl]-2-oxoethyl}phenyl)amino]-N-[(4-chlorophenyl)methyl]carboxamide OCC1[C@H]2CN(C[C@@H]12)C(CC1=CC=C(C=C1)NC(=O)NCC1=CC=C(C=C1)Cl)=O